OCCCCCCN1C[C@@H]([C@@H](C1)OCCCCCC(C(=O)[O-])(CCCCCCCC)CCCCCC)OCCCCCC(C(=O)[O-])(CCCCCCCC)CCCCCC (((3S,4R)-1-(6-hydroxyhexyl)pyrrolidine-3,4-diyl)bis(oxy))bis(pentane-5,1-diyl)bis(2-hexyldecanoate)